(4-aminophenyl)-4-fluorobenzenesulfonamide NC1=CC=C(C=C1)C1=C(C=CC(=C1)F)S(=O)(=O)N